C(=O)C[C@]12CCCC=C1CC[C@H]1[C@@H]3CCC[C@@]3(C)CC[C@H]21 19-formyl-4-androstene